6-bromo-2-(5-methylfuran-2-yl)quinoline-4-carboxylic acid BrC=1C=C2C(=CC(=NC2=CC1)C=1OC(=CC1)C)C(=O)O